3-((2-((1-(3-hydroxy-3-methylbutyl)-1H-pyrazol-4-yl)amino)pyrimidin-5-yl)ethynyl)benzamide OC(CCN1N=CC(=C1)NC1=NC=C(C=N1)C#CC=1C=C(C(=O)N)C=CC1)(C)C